FC(C(=O)O)(F)F.FC(C(=O)C=1NC(=CN1)CC1=CC=NC=C1)(F)F 2,2,2-trifluoro-1-(5-(pyridin-4-ylmethyl)-1H-imidazol-2-yl)ethan-1-one 2,2,2-trifluoroacetate